(S)-2-((S)-isochroman-1-yl)azetidine [C@@H]1(OCCC2=CC=CC=C12)[C@H]1NCC1